12-(perfluoro-tert-butoxy)dodecyl-amine FC(C(C(F)(F)F)(C(F)(F)F)OCCCCCCCCCCCCN)(F)F